C1(CC1)C1=C(C=NC=C1)N(C1CCN(CC1)C(C)=O)C1=CC=C(C=C1)C(F)(F)F 1-(4-((4-Cyclopropylpyridin-3-yl)(4-(trifluoromethyl)phenyl)amino)piperidin-1-yl)ethan-1-one